[Zn].[Ni].[Cu].[Ag] silver copper nickel zinc